6,7-dichloro-1-methyl-2,3-dioxo-2,3-dihydropyrido[2,3-b]pyrazine ClC=1C(=CC2=C(NC(C(N2C)=O)=O)N1)Cl